8-methylpyrido[2,3-d]pyrimidine-4,7(3H,8H)-dione CN1C(C=CC2=C1N=CNC2=O)=O